C(=O)(O)CCC1OCC2(CO1)COC(OC2)CCC(=O)O 3,9-bis(2-carboxyethyl)2,4,8,10-tetraoxaspiro[5.5]undecane